(3R,4S)-4-fluoro-1-[4,4,4-trifluoro-3-hydroxy-3-(trifluoromethyl)butanoyl]pyrrolidin F[C@H]1CCN(C1)C(CC(C(F)(F)F)(C(F)(F)F)O)=O